2-bromo-N-(5-(cyclopropylmethoxy)pyrazin-2-yl)propanamide BrC(C(=O)NC1=NC=C(N=C1)OCC1CC1)C